C(C)(C)(C)OC(=O)N1CCC(=CC1)C1=NC=CC=C1O hydroxy-3',6'-dihydro-[2,4'-bipyridine]-1'(2'H)-carboxylic acid tert-butyl ester